C(CCCCCCCCCCCCCCCCCCCCC)(=O)NC(CCCCC(N)(N1C(CCC1=O)=O)NCC)N(C)C N-(docosanoylamino-ethylamino-succinimidyl-amino-hexyl)-N,N-dimethylamine